ClC(CC)C(CC(C(CCC(C(CC)Cl)Cl)Cl)Cl)Cl 3,4,6,7,10,11-hexachlorotridecane